C(#N)C(C(=O)OCCC)=CC1=CC=CC=C1 n-propyl α-cyanocinnamate